2-(1-oxo-7-((1-(tetrahydro-2H-pyran-2-yl)-1H-pyrazolo[3,4-b]pyridin-5-yl)amino)isoindolin-2-yl)acetic acid O=C1N(CC2=CC=CC(=C12)NC=1C=C2C(=NC1)N(N=C2)C2OCCCC2)CC(=O)O